[C@H](C)(CC)[C@@H]1N(CC2=C(NC1=O)C=CC=C2)C(=O)N2CCC1(CC(NC1)=O)CC2 (S)-3-((S)-sec-butyl)-4-(3-oxo-2,8-diazaspiro[4.5]decane-8-carbonyl)-1,3,4,5-tetrahydro-2H-benzo[e][1,4]diazepin-2-one